5-{7-[({4-[2-(dimethylamino)-1,3-thiazol-4-yl]phenyl}methyl)(methyl)amino]-2,5-dimethylpyrazolo[1,5-a]pyrimidin-3-yl}-N,N,4-trimethylpyridin-2-amine CN(C=1SC=C(N1)C1=CC=C(C=C1)CN(C1=CC(=NC=2N1N=C(C2C=2C(=CC(=NC2)N(C)C)C)C)C)C)C